C(C)(=O)OCC(=O)OCCN 2-(acetoxyacetoxy)ethylamine